α,β,γ,δ-tetrakis(1-methylpyridinium-4-yl)porphyrin p-toluenesulfonate CC1=CC=C(C=C1)S(=O)(=O)[O-].CC1=CC=C(C=C1)S(=O)(=O)[O-].CC1=CC=C(C=C1)S(=O)(=O)[O-].CC1=CC=C(C=C1)S(=O)(=O)[O-].C[N+]1=CC=C(C=C1)C2=C3C=CC(=C(C4=NC(=C(C5=CC=C(N5)C(=C6C=CC2=N6)C7=CC=[N+](C=C7)C)C8=CC=[N+](C=C8)C)C=C4)C9=CC=[N+](C=C9)C)N3